ClC=1C=C(OCCN2CCN(CC2)C(=O)OC(C)(C)C)C=CC1C=1NC2=NC=NC(=C2N1)Cl Tert-butyl 4-(2-(3-chloro-4-(6-chloro-9H-purin-8-yl)phenoxy)ethyl)piperazine-1-carboxylate